2,6-dichloro-4-methylnicotinaldehyde ClC1=C(C=O)C(=CC(=N1)Cl)C